C[Si](C)(C)C#CC1=CC=CC(=N1)C(C)=O 1-(6-((trimethylsilyl)ethynyl)pyridin-2-yl)ethan-1-one